ClC1=C(C(=CC(=C1)C1=CC=2C3=CC=CC=C3C3=CC=CC=C3C2C=C1)C1=CC=CC=C1)N chloro-5-(triphenylen-2-yl)-[1,1'-biphenyl]-2-amine